CC1(C2=CC=CC=C2C=2C=CC(=CC12)C1=CC=C2OC=3C(=CC=CC3C2=C1)B1OC(C(O1)(C)C)(C)C)C 2-[12-(9,9-dimethyl-9H-fluoren-2-yl)-8-oxatricyclo[7.4.0.02,7]trideca-1(13),2(7),3,5,9,11-hexaen-6-yl]-4,4,5,5-tetramethyl-1,3,2-dioxaborolane